potassium anthracenetrisulfonate C1(=C(C(=CC2=CC3=CC=CC=C3C=C12)S(=O)(=O)[O-])S(=O)(=O)[O-])S(=O)(=O)[O-].[K+].[K+].[K+]